C(C)O[SiH]1N(CCC1)[Si](C)(C)C 1-ethoxy-2-trimethylsilyl-1-sila-2-azacyclopentane